ClC(OC1=CC=C(C=C1)NC(=O)C1=CC2=C(N(C(=N2)[C@H](C)O)C(C)C)C(=C1)C1=CC=NN1)(F)F (S)-N-(4-(chlorodifluoromethoxy)phenyl)-2-(1-hydroxyethyl)-1-isopropyl-7-(1H-pyrazol-5-yl)-1H-benzo[d]Imidazole-5-carboxamide